N-cyclopropyl-2-fluoro-5-(4-(5-(((3R,4S)-3-fluoropiperidin-4-yl)amino)pyridazin-3-yl)-1H-pyrazol-1-yl)-4-methylbenzamide C1(CC1)NC(C1=C(C=C(C(=C1)N1N=CC(=C1)C=1N=NC=C(C1)N[C@@H]1[C@@H](CNCC1)F)C)F)=O